N-(4-(5-(6-(3-cyanopyrrolo[1,2-b]pyridazin-7-yl)-4-(isopropylamino)pyridin-3-yl)-1,3,4-thiadiazol-2-yl)bicyclo[2.2.2]oct-1-yl)-1-methylpiperidine-4-carboxamide C(#N)C1=CC=2N(N=C1)C(=CC2)C2=CC(=C(C=N2)C2=NN=C(S2)C21CCC(CC2)(CC1)NC(=O)C1CCN(CC1)C)NC(C)C